2-(4-hydroxy-3-methoxyphenyl)-N-methylethanamine OC1=C(C=C(C=C1)CCNC)OC